2-[[1-(2-hydroxy-2-methyl-propyl)pyrazol-3-yl]amino]-N-(1H-indazol-4-yl)thiazole-5-carboxamide OC(CN1N=C(C=C1)NC=1SC(=CN1)C(=O)NC1=C2C=NNC2=CC=C1)(C)C